S1(NCCC1)(=O)=O isothiazolidin-1,1-dioxide